ClC1=C(C=C(C=C1)F)C=1C=CCN(C1C1=C(C=C(C=C1F)F)F)CC 5-(2-chloro-5-fluorophenyl)-1-ethyl-6-(2,4,6-trifluorophenyl)pyridine